Octyl-3,5-di-tert-butyl-4-hydroxy-hydrocinnamate C(CCCCCCC)OC(CCC1=CC(=C(C(=C1)C(C)(C)C)O)C(C)(C)C)=O